C(C)C=1C=CC=C2C=C(C=C(C12)C1=C(C=2N=C(N=C(C2C=N1)N1C[C@@](CCC1)(O)C)OC[C@]12CCCN2C[C@@H](C1)F)F)O (R)-1-(7-(8-Ethyl-3-hydroxynaphthalen-1-yl)-8-fluoro-2-(((2R,7aS)-2-fluorotetrahydro-1H-pyrrolizin-7a(5H)-yl)methoxy)pyrido[4,3-d]pyrimidin-4-yl)-3-methylpiperidin-3-ol